piperazine-2,6-diylbis(hexane-6,1-diyl) bis(2-heptylnonanoate) C(CCCCCC)C(C(=O)OCCCCCCC1NC(CNC1)CCCCCCOC(C(CCCCCCC)CCCCCCC)=O)CCCCCCC